5-(3-((4'-chloro-[1,1'-biphenyl]-2-yl)methyl)-3,6-diazabicyclo[3.1.1]heptane-6-yl)-2-(2,6-dioxopiperidin-3-yl)isoindoline-1,3-dione ClC1=CC=C(C=C1)C1=C(C=CC=C1)CN1CC2N(C(C1)C2)C=2C=C1C(N(C(C1=CC2)=O)C2C(NC(CC2)=O)=O)=O